8-(5-(2-(dimethylamino)ethoxy)pyridin-2-yl)-N-(6-(piperazin-1-yl)pyridin-3-yl)quinazolin-2-amine CN(CCOC=1C=CC(=NC1)C=1C=CC=C2C=NC(=NC12)NC=1C=NC(=CC1)N1CCNCC1)C